C(C1=CC=CC=C1)C(C(=O)NC=1C=NC2=C(C=CC=C2C1)F)CC(C)(C)C 2-benzyl-N-(8-fluoro-3-quinolyl)-4,4-dimethyl-pentanamide